[2-(4-cyclopropyl-6-methoxy-pyrimidin-5-yl)-4-[[4-[1-methyl-4-(trifluoromethyl)imidazol-2-yl]phenyl]methoxy]pyrimidin-5-yl]methyl methanesulfonate CS(=O)(=O)OCC=1C(=NC(=NC1)C=1C(=NC=NC1OC)C1CC1)OCC1=CC=C(C=C1)C=1N(C=C(N1)C(F)(F)F)C